(M-(4,4-difluorocyclohexyl){7-[4-(2,2-difluoropropylcarbamoyl)-tetrahydropyran-4-yl]imidazo[1,2-b]pyridazin-2-yl}methyl)carbamate FC1(CCC(CC1)C1COCCC1(C(NCC(C)(F)F)=O)C1=CC=2N(N=C1)C=C(N2)CNC([O-])=O)F